ClC1=C(N=C(NC1=O)C=1C=NNC1C)N1C(CNCC1)C 5-chloro-4-[2-methylpiperazin-1-yl]-2-(5-methyl-1H-pyrazol-4-yl)-1H-pyrimidin-6-one